3-acetyl-2,5-dimethyl-furan C(C)(=O)C1=C(OC(=C1)C)C